[1-[(3-Chlorophenyl)methyl]-5-phenyl-pyrazol-3-yl]methanol ClC=1C=C(C=CC1)CN1N=C(C=C1C1=CC=CC=C1)CO